NC=1N=NC(=CC1N1CCC(CC1)(C(=O)N1CCC(CC1)NC(OC(C)(C)C)=O)C1=CC=CC=C1)C1=C(C=CC=C1)O tert-butyl (1-(1-(3-amino-6-(2-hydroxyphenyl)pyridazin-4-yl)-4-phenylpiperidine-4-carbonyl)piperidin-4-yl)carbamate